tertbutyl 3-(chlorocarbonyl)-3-fluoroazetidine-1-carboxylate ClC(=O)C1(CN(C1)C(=O)OC(C)(C)C)F